(1R/S,2R/S)-2-fluoro-N-(5-(propanoyl-3,3,3-d3)-4-(((R/S)-2,4,5-trimethyl-4,5-dihydro-2H-[1,2,3]triazolo[4,5-c][1,7]naphthyridin-6-yl)amino)pyridin-2-yl)cyclopropane-1-carboxamide F[C@H]1[C@H](C1)C(=O)NC1=NC=C(C(=C1)NC1=NC=CC=2C=3C([C@H](N(C12)C)C)=NN(N3)C)C(CC([2H])([2H])[2H])=O |r|